C(=O)OC1=C(C=CC(=C1)OC1CC1)C1=C2C(=C(N=N1)N[C@H]1CN(CCC1)C)C=NC=C2 5-(cyclopropyloxy)-2-(4-{[(3R)-1-methylpiperidin-3-yl]amino}pyrido[3,4-d]pyridazin-1-yl)phenol formate